5-methyl-N2-(4-methyl-3-((4-(pyridin-3-yl)thiazol-2-yl)amino)phenyl)-N4-(3-(morpholinosulfonyl)phenyl)pyrimidine-2,4-diamine CC=1C(=NC(=NC1)NC1=CC(=C(C=C1)C)NC=1SC=C(N1)C=1C=NC=CC1)NC1=CC(=CC=C1)S(=O)(=O)N1CCOCC1